(S)-methyl (1-(5-(7-methoxy-2-methylquinolin-6-yl)-1-((2-(trimethylsilyl)ethoxy)methyl)-1H-imidazol-2-yl)-6-(2-(oxazol-2-yl)-1,3-dioxolan-2-yl)hexyl)carbamate COC1=C(C=C2C=CC(=NC2=C1)C)C1=CN=C(N1COCC[Si](C)(C)C)[C@H](CCCCCC1(OCCO1)C=1OC=CN1)NC(OC)=O